ClC1=CC=C(C=C1)C(C(O)C=1C=CC(=NC1)NC(O)=O)(C)C.BrC1=CC=C(C=C1)NS(=O)(=O)C1=C(C(=O)NC2=CC(=CC=C2)[N+](=O)[O-])C=CC=C1 (N-(4-bromophenyl)sulfamoyl)-N-(3-nitrophenyl)benzamide N-[5-[2-(4-Chlorophenyl)-1-hydroxy-2-methyl-propyl]-2-pyridyl]carbamate